ClC1=NC(=CC(=N1)N1[C@@H]2CN([C@H](C1)C2)C(=O)OC(C)(C)C)C(=O)OCC tert-butyl (1S,4S)-5-(2-chloro-6-ethoxycarbonyl-pyrimidin-4-yl)-2,5-diazabicyclo[2.2.1]heptane-2-carboxylate